O[C@H]1CCOC1 (3S,4S)-4-hydroxytetrahydrofuran